yttrium tris(2-ethylhexanoate) C(C)C(C(=O)[O-])CCCC.C(C)C(C(=O)[O-])CCCC.C(C)C(C(=O)[O-])CCCC.[Y+3]